2-(5-bromopentyl)oxirane BrCCCCCC1OC1